C(C)O[C@@H]1CN(CCC1(OC)OC)C(=O)OC(C)(C)C |r| (±)-tert-butyl 3-ethoxy-4,4-dimethoxypiperidine-1-carboxylate